((1S,6R,7S)-3-(3-(1,7-naphthyridin-5-yl)-1H-pyrazolo[3,4-b]pyrazin-6-yl)-7-(5-methylisoxazol-3-yl)-3-azabicyclo[4.1.0]heptan-7-yl)methanamine N1=CC=CC2=C(C=NC=C12)C1=NNC2=NC(=CN=C21)N2C[C@@H]1[C@]([C@@H]1CC2)(C2=NOC(=C2)C)CN